2-(4-(fluorooxy) benzoyl)-2-oxoacetate FOC1=CC=C(C(=O)C(C(=O)[O-])=O)C=C1